N-(2-(4-((S)-4-cyclopropyl-3-methylpiperazine-1-yl)piperidine-1-yl)-4-methoxy-5-((6-((R)-3-(naphthalene-1-yl)isoxazolidine-2-yl)pyrimidine-4-yl)amino)phenyl)acrylamide C1(CC1)N1[C@H](CN(CC1)C1CCN(CC1)C1=C(C=C(C(=C1)OC)NC1=NC=NC(=C1)N1OCC[C@@H]1C1=CC=CC2=CC=CC=C12)NC(C=C)=O)C